N-(7-methoxy-4-(2-oxo-2-phenylethyl)quinazolin-6-yl)propionamide COC1=C(C=C2C(=NC=NC2=C1)CC(C1=CC=CC=C1)=O)NC(CC)=O